O=C1NC(C2=CC=CC=C12)=O 1,3-Dioxo-1,3-Dihydro-2h-Isoindol